C(#N)C1=CC=C(OC[C@](C(=O)NC2=CC(=C(C=C2)C#N)C(F)(F)F)(C)O)C=C1 (2S)-3-(4-cyanophenoxy)N-[4-cyano-3-(trifluoromethyl)phenyl]-2-hydroxy-2-methylpropionamide